1-(1-phenyl cyclohexyl)ethyl (2S)-2-[(3-hydroxy-4-methoxy-pyridine-2-carbonyl)amino]propanoate OC=1C(=NC=CC1OC)C(=O)N[C@H](C(=O)OC(C)C1(CCCCC1)C1=CC=CC=C1)C